2-(4-(trifluoromethyl)phenylamino)acethydrazide FC(C1=CC=C(C=C1)NCC(=O)NN)(F)F